C(C1=CC=CC=C1)OCCCC=CC=CC=C 1-(benzyloxy)non-4,6,8-triene